Cl.N[C@H](C)C=1C=C(N)C=C(C1)C(F)(F)F 3-[(1R)-1-aminoethyl]5-(trifluoromethyl)aniline hydrochloride